1-(8-methoxy-5-methyl-3,4-dihydro-quinolin-1(2H)-yl)ethane-1-one COC=1C=CC(=C2CCCN(C12)C(C)=O)C